[2,3'-bipyridine]-3-carbonitrile N1=C(C(=CC=C1)C#N)C=1C=NC=CC1